glycine carbonate C(O)(O)=O.NCC(=O)O